ClC1=CN=C(S1)NC(C(=O)[O-])C=O (5-chlorothiazol-2-yl)amino-3-oxopropanoate